2-((2S,5R)-4-(1H-indole-2-carbonyl)-2,5-dimethylpiperazin-1-yl)-2-oxoacetate N1C(=CC2=CC=CC=C12)C(=O)N1C[C@@H](N(C[C@H]1C)C(C(=O)[O-])=O)C